1,5-bis(4-hydroxybenzylthio)3-oxoheptane OC1=CC=C(CSCCC(CC(CC)SCC2=CC=C(C=C2)O)=O)C=C1